C(C(C)C)(=O)N1[C@@H](CN(CC1)C1=CC=C(C=C1)NC(=O)C=1C(NC=CC1NC1=C(C2=C(OCCN2)N=C1)C)=O)C (R)-N-(4-(4-isobutyryl-3-methylpiperazin-1-yl)phenyl)-4-((8-methyl-2,3-dihydro-1H-pyrido[2,3-b][1,4]oxazin-7-yl)amino)-2-oxo-1,2-dihydropyridine-3-carboxamide